C(C)(C)(C)OC(=O)N1CCN(CC1)C1=NC(=CC(=C1)C=1C(=C(C=C(C1)F)C1=CC(=C(C=C1)N1C(N(C=C1)C)=O)Cl)OC)Cl 4-(6-chloro-4-(3'-chloro-5-fluoro-2-methoxy-4'-(3-methyl-2-oxo-2,3-dihydro-1H-imidazol-1-yl)-[1,1'-biphenyl]-3-yl)pyridin-2-yl)piperazine-1-carboxylic acid tert-butyl ester